2-aminophenolat NC1=C(C=CC=C1)[O-]